N-(6-amino-5-methyl-3-pyridyl)-2-[(2R,5S)-2-[4-(hydroxymethyl)phenyl]-5-methyl-1-piperidyl]-2-oxo-acetamide NC1=C(C=C(C=N1)NC(C(=O)N1[C@H](CC[C@@H](C1)C)C1=CC=C(C=C1)CO)=O)C